ClC1=C(C(=C(C=C1OC)OC)Cl)C1=CC2=C(N=C(N=C2)SC)C(=N1)NC1CCOCC1 6-(2,6-dichloro-3,5-dimethoxyphenyl)-2-(methylthio)-N-(tetrahydro-2H-pyran-4-yl)pyrido[3,4-d]pyrimidine-8-amine